9,10-difluoro-3-methyl-6-((((S)-1-(6-methylpyridin-3-yl)piperidin-3-yl)amino)methyl)-2H-[1,4]oxazino[2,3,4-ij]quinolin-7(3H)-one FC=1C=C2C(C(=CN3C2=C(C1F)OCC3C)CN[C@@H]3CN(CCC3)C=3C=NC(=CC3)C)=O